2-(3-hydroxyphenyl)acetaldehyde OC=1C=C(C=CC1)CC=O